ClC=1C=C(CNCCCCOCCNC=2C=3C=NNC3C=C(C2)N2C(=NN=C2)C)C=CC1OC(F)(F)F N-(2-(4-((3-chloro-4-(trifluoromethoxy)benzyl)amino)butoxy)ethyl)-6-(3-methyl-4H-1,2,4-triazol-4-yl)-1H-indazol-4-amine